C(C)(C)(C)NC(CN(C)C=1C2=C(N=C(N1)C=1N=C3N(C=CC=C3)C1)CCC2)=O N-tert-butyl-2-[(2-{imidazo[1,2-a]pyridin-2-yl}-5H,6H,7H-cyclopenta[d]pyrimidin-4-yl)(methyl)amino]acetamide